2-(4-amino-3,5-diisopropylphenyl)propane-1,3-diol NC1=C(C=C(C=C1C(C)C)C(CO)CO)C(C)C